2-ethyl-5-methyltetrahydrofuran C(C)C1OC(CC1)C